N-[(4-methoxyphenyl)methyl][(4-{2-oxo-2-[4-(2-pyridylmethyl)piperazinyl]ethyl}phenyl)amino]carboxamide COC1=CC=C(C=C1)CNC(=O)NC1=CC=C(C=C1)CC(N1CCN(CC1)CC1=NC=CC=C1)=O